(S)-methyl 2-((4-(6-(4-chloro-2-fluorobenzyloxy) pyridin-2-yl)-2-oxopiperazin-1-yl) methyl)-3-(oxetan-2-ylmethyl)-3H-benzo[d]imidazole-5-carboxylate ClC1=CC(=C(COC2=CC=CC(=N2)N2CC(N(CC2)CC=2N(C3=C(N2)C=CC(=C3)C(=O)OC)C[C@H]3OCC3)=O)C=C1)F